OCC1CCN(CC1)C1=CC=C(C(=N1)C)C1CNCCC1 3-(6-(4-(hydroxymethyl)piperidin-1-yl)-2-methylpyridin-3-yl)piperidine